2-fluoro-5-(trifluoromethyl)-4-vinylbenzoic acid FC1=C(C(=O)O)C=C(C(=C1)C=C)C(F)(F)F